tributyl citrate acetate (tributyl-citrate) C(CCC)C(C(C(C(=O)O)(CCCC)CCCC)(O)C(=O)O)C(=O)O.C(C)(=O)O.C(CC(O)(C(=O)OCCCC)CC(=O)OCCCC)(=O)OCCCC